C(C)(C)(C)N(C(O)=O)C1CC(C1)[C@H](C(F)(F)C1=NC=CC(=C1)Cl)OC(=S)SC.ClC1=C(C(=CC=C1)Cl)C1CNC1 3-(2,6-dichlorophenyl)azetidine tert-butyl-((1R,3r)-3-((R)-2-(4-chloropyridin-2-yl)-2,2-difluoro-1-(((methylthio)carbonothioyl)oxy)ethyl)cyclobutyl)carbamate